C1(CC1)C(=O)NC1=NC=C(C(=O)O)C(=C1)NC1=CSC=2C=NN(C(C21)=O)C(COC)C 6-(Cyclopropanecarboxamido)-4-((5-(1-methoxypropan-2-yl)-4-oxo-4,5-dihydrothieno[2,3-d]pyridazin-3-yl)amino)nicotinic acid